3-[5-(7H-pyrrolo[2,3-d]pyrimidin-4-yl)-1,3-thiazol-2-yl]butanenitrile N1=CN=C(C2=C1NC=C2)C2=CN=C(S2)C(CC#N)C